3-(4-isopropyl-2-methylcyclohex-1-en-1-yl)propanal C(C)(C)C1CC(=C(CC1)CCC=O)C